tert-butyl (S)-4-(6-cyclopropyl-7-(2-fluorophenyl)-1-(2-isopropyl-4-methylpyridin-3-yl)-2-oxo-1,2-dihydropyrido[2,3-d]pyrimidin-4-yl)-3-methylpiperazine-1-carboxylate C1(CC1)C1=CC2=C(N(C(N=C2N2[C@H](CN(CC2)C(=O)OC(C)(C)C)C)=O)C=2C(=NC=CC2C)C(C)C)N=C1C1=C(C=CC=C1)F